3-bromo-N-[(4-methoxyphenyl)methyl]-N-methyl-4-[[(1S)-1-[3-(trifluoromethyl)phenyl]ethyl]amino]benzenesulfonamide BrC=1C=C(C=CC1N[C@@H](C)C1=CC(=CC=C1)C(F)(F)F)S(=O)(=O)N(C)CC1=CC=C(C=C1)OC